2-(6-(1-ethylazetidin-3-yl)pyridazin-3-yl)-5-(7-methoxy-2-methyl-2H-pyrazolo[4,3-b]pyridin-5-yl)phenylphenol hydrochloride Cl.C(C)N1CC(C1)C1=CC=C(N=N1)C1=C(C=C(C=C1)C=1C=C(C=2C(N1)=CN(N2)C)OC)C2=C(C=CC=C2)O